C(C)(C)[C@H](NC(NCCC(NC)=O)=O)C(N[C@@H](C)CCCNC(=O)N)=O (9S,12S)-9-isopropyl-3,7,10-trioxo-12-(3-ureidopropyl)-2,6,8,11-tetraazatridecan